C12C3CC3C(C(C1)C(=O)[O-])CC2 tricyclo[3.2.2.02,4]nonane-6-carboxylate